S1C(=NC2=C1C=CC=C2)NC2=C(C=C(N=N2)N(C2=CC=C(C(=N2)C(=O)NS(=O)(=O)CCCCCC(=O)OCC)C=2C=NN(C2C)CC(C)(C)C)C)C 1-Ethyl 6-(N-(6-((6-(benzo[d]thiazol-2-ylamino)-5-methylpyridazin-3-yl)(methyl)amino)-3-(5-methyl-1-neopentyl-1H-pyrazol-4-yl)picolinoyl)sulfamoyl)hexanoate